3-chloro-4-fluoro-5-[6-(4-fluoro-1H-pyrazol-1-yl)pyrimidin-4-yl]benzonitrile ClC=1C=C(C#N)C=C(C1F)C1=NC=NC(=C1)N1N=CC(=C1)F